C(=O)(OC(C)(C)C)NCC1=CC=C(C=C1)CC(=O)O N-Boc-(4-Aminomethylphenyl)acetic acid